ClC=1C=C(C=CC1F)C(C=1NC(=C(N1)S(=O)(=O)C)C)O[C@@H]1CC[C@@H](CC1)C(F)(F)F 2-((3-chloro-4-fluorophenyl)(((cis)-4-(trifluoromethyl)cyclohexyl)oxy)methyl)-5-methyl-4-(methylsulfonyl)-1H-imidazole